heneicosanyl acrylate C(C=C)(=O)OCCCCCCCCCCCCCCCCCCCCC